ClC1=CC(=C(COC2=CC=CC(=N2)C2CCN(CC2)CC=2N(C3=C(N2)SC(=C3)C(=O)OCC)C[C@H]3OCC3)C=C1)F Ethyl (S)-2-((4-(6-(4-chloro-2-fluorobenzyloxy) pyridin-2-yl) piperidin-1-yl) methyl)-1-(oxetan-2-ylmethyl)-1H-thieno[2,3-d]imidazole-5-carboxylate